C(=O)([O-])COC1=C(C(=O)NCC(C[Hg])OC)C=CC=C1 [3-[[2-(carboxylatomethoxy)benzoyl]amino]-2-methoxypropyl]mercury